N(=[N+]=[N-])CCCN(C(OC(C)(C)C)=O)CCC1=CC(=CC=C1)OC1=CC=CC=C1 tert-butyl (3-azidopropyl)(3-phenoxyphenethyl)carbamate